BrC1=NC=NC(=C1)N(N)[C@@H]1CNCCC1 (S)-4-bromo-6-(1-(piperidine-3-yl)hydrazino)pyrimidine